ClC=1C=CC(=C(C1)C1=CC(=C(N=N1)OCCCN(C)C)N)F 6-(5-chloro-2-fluorophenyl)-3-[3-(dimethylamino)propoxy]pyridazin-4-amine